3-bromo-4-(7-fluoro-benzoimidazol-2-yl)-1,2,5-thiadiazole BrC1=NSN=C1C=1NC2=C(N1)C(=CC=C2)F